5-((Hexahydro-1H-pyrrolizin-7a-yl)methoxy)-N-(1-(7-methoxyquinolin-5-yl)cyclopropyl)-2-methylbenzamide C1CCN2CCCC12COC=1C=CC(=C(C(=O)NC2(CC2)C2=C3C=CC=NC3=CC(=C2)OC)C1)C